1-(4-(4-AMINO-1-(2-HYDROXY-2-METHYLPROPYL)-1H-PYRAZOLO[3,4-D]PYRIMIDIN-3-YL)-2-FLUOROPHENYL)-3-(4-((4-METHYLPIPERAZIN-1-YL)METHYL)-3-(TRIFLUOROMETHYL)PHENYL)UREA NC1=C2C(=NC=N1)N(N=C2C2=CC(=C(C=C2)NC(=O)NC2=CC(=C(C=C2)CN2CCN(CC2)C)C(F)(F)F)F)CC(C)(C)O